(5-ethynylpyrazine-2-yl)(methyl)carbamate C(#C)C=1N=CC(=NC1)OC(NC)=O